C1(=CC=CC=C1)P(C1=CC=CC=C1)[C-]1C=CC=C1.[CH-]1C=CC=C1.[Fe+2].[N] nitrogen (diphenylphosphino)ferrocene